8-bromo-6-chloro-3-methyl-pyrido[3,2-d]pyrimidin-4-one BrC1=CC(=NC2=C1N=CN(C2=O)C)Cl